2-nitrophenylcarbazole [N+](=O)([O-])C1=C(C=CC=C1)C1=CC=CC=2C3=CC=CC=C3NC12